C(C)(C)(C)OC(=O)N1C(=CC=2C1=NC(=CC2)[C@@H](C)NC(=O)OC(C)(C)C)B(O)O (R)-(1-(tert-butoxycarbonyl)-6-(1-((tert-butoxycarbonyl)amino)ethyl)-1H-pyrrolo[2,3-b]pyridin-2-yl)boronic acid